ammonium trichloromethyl-sulfonate ClC(Cl)(Cl)S(=O)(=O)[O-].[NH4+]